C(CCCC#C)OC1=CC2=C(OCO2)C=C1 5-(hex-5-yn-1-yloxy)benzo[d][1,3]dioxole